1-phenylcyclopentanecarboxylic acid C1(=CC=CC=C1)C1(CCCC1)C(=O)O